C(C)(C)(C)OC(=O)N1CCN(CC1)C=1C=C2C(N(C(C2=CC1)=O)C1C(NC(CC1)=O)=O)=O 4-[2-(2,6-dioxo-3-piperidinyl)-1,3-dioxo-isoindolin-5-yl]piperazine-1-carboxylic acid tert-butyl ester